C(C)(C)(C)OC=1C=C2CCC=C(C2=CC1)C1=CC=C(C=C1)O 4-(6-tert-butoxy-3,4-dihydronaphthalen-1-yl)phenol